NC1=NC=NN2C1=CC=C2[C@H]2[C@]([C@@H]([C@H](O2)CO)O)(C)F (2R,3R,4R,5S)-5-(4-aminopyrrolo[2,1-f][1,2,4]triazin-7-yl)-4-fluoro-2-(hydroxymethyl)-4-methyltetrahydrofuran-3-ol